S(=O)(=O)(OCCCCCCCCCCC)[O-] Undecyl Sulfate